CN(C)C=1C(=C(C(=O)C2=CC=CC=C2)C=CC1)N(C)C di(dimethylamino)benzophenone